cyclohexane-2,4-dienmethanol C1(C=CC=CC1)CO